FC1=CC=C2C(C(NC2=C1F)=O)(CC(C)C)C1=CC=C(C=C1)B(O)O (4-(6,7-difluoro-3-isobutyl-2-oxoindolin-3-yl)phenyl)boronic acid